5-chloro-3-(3-(fluoromethyl)azetidine-1-carbonyl)-2-(pyrazin-2-yl)pyrazolo[1,5-a]pyrimidin-7(4H)-one ClC=1NC=2N(C(C1)=O)N=C(C2C(=O)N2CC(C2)CF)C2=NC=CN=C2